tert-butyl 3-(8-chloro-9-fluoro-spiro[3H-furo[3,4-c][2,7]naphthyridine-1,1'-cyclopropane]-5-yl)-3,8-diazabicyclo[3.2.1]octane-8-carboxylate ClC1=C(C=2C3=C(N=C(C2C=N1)N1CC2CCC(C1)N2C(=O)OC(C)(C)C)COC32CC2)F